ClC=1C=C(C2=C(CC(O2)(C)C)C1)COC1=C(C(=C(C=C1)CCC(=O)NC1CC1)C)C 3-(4-((5-chloro-2,2-dimethyl-2,3-dihydrobenzofuran-7-yl)methoxy)-2,3-dimethylphenyl)-N-cyclopropylpropionamide